C(#N)C1=CC(=NC=C1)N1C=C(C2=C1N=CN=C2N2C[C@H](N(C[C@@H]2C)C(=O)OC2CC2)C)C(F)(F)F cyclopropyl (2R,5S)-4-(7-(4-cyanopyridin-2-yl)-5-(trifluoromethyl)-7H-pyrrolo[2,3-d]pyrimidin-4-yl)-2,5-dimethylpiperazine-1-carboxylate